[Zr].[Ti] titanium zirconium salt